(1R,2S,3R,5R)-3-(5-(4-Benzylthiazol-2-yl)-2-chloro-7H-pyrrolo[2,3-d]pyrimidin-7-yl)-5-(((3-(phenethylamino)propyl)amino)methyl)cyclopentane-1,2-diol C(C1=CC=CC=C1)C=1N=C(SC1)C1=CN(C=2N=C(N=CC21)Cl)[C@H]2[C@@H]([C@@H]([C@H](C2)CNCCCNCCC2=CC=CC=C2)O)O